(rac)-(2s,4s)-2-(1-(3-(tert-butyl)phenyl)-3-azabicyclo[3.1.0]hexane-3-carbonyl)-7-oxa-5-azaspiro[3.4]octan-6-one C(C)(C)(C)C=1C=C(C=CC1)C12CN(CC2C1)C(=O)C1CC2(C1)NC(OC2)=O